CN(CCCNC(C(=C)C)=O)C N-(3-dimethylaminopropyl)methyl-acrylamide